C(C)(=O)N1C[C@H](N(CC1)CC=1C=CC2=C(C(=NO2)N2C(NC(CC2)=O)=O)C1)C (R)-1-(5-((4-acetyl-2-methylpiperazin-1-yl)methyl)benzo[d]isoxazol-3-yl)dihydropyrimidine-2,4(1H,3H)-dione